Cl.NC/C(/CN1N=CN(C1=O)C1=NC=C(C=C1C)C1=CC=C(C=C1)S(=O)(=O)C)=C\F 2-[(2E)-2-(aminomethyl)-3-fluoroprop-2-en-1-yl]-4-[3-methyl-5-[4-(methylsulfonyl)phenyl]pyridin-2-yl]-2,4-dihydro-3H-1,2,4-triazol-3-one hydrochloride